4-(2,4'-dichloro-[1,1'-biphenyl]-4-yl)-1H-1,2,3-triazole ClC1=C(C=CC(=C1)C=1N=NNC1)C1=CC=C(C=C1)Cl